Cl.FC(OC1=CC=C(COC(=O)N2C[C@H]3CNC[C@@]3(C2)F)C=C1)(F)F trans-3a-fluoro-hexahydro-pyrrolo[3,4-c]pyrrole-2-carboxylic acid 4-trifluoromethoxy-benzyl ester hydrochloride